COC1=CC(=C(C=C1NC1=NC=CC(=N1)N1N=CC2=CC(=CC=C12)OC)C=CC(=O)[NH-])N(CCN1CCCC1)C N-(4-methoxy-5-((4-(5-methoxy-1H-indazol-1-yl)pyrimidin-2-yl)amino)-2-(methyl-(2-(pyrrolidin-1-yl)ethyl)amino)phenyl)acryloylamide